ClC=1C=C(C=CC1C#N)N1C[C@H](N(C[C@@H]1C)C(=O)OC(C)(C)C)C Tert-butyl (2R,5S)-4-(3-chloro-4-cyanophenyl)-2,5-dimethylpiperazine-1-carboxylate